1-[4-(2-ethyl-hexyloxy)-phenyl]-6-methoxy-1H-indole C(C)C(COC1=CC=C(C=C1)N1C=CC2=CC=C(C=C12)OC)CCCC